3,3'-methylenebissalicylic acid C(C1=C(C(C(=O)O)=CC=C1)O)C1=C(C(C(=O)O)=CC=C1)O